O1CCN(CC1)C1=CC=C(C=C1)NC(=O)C1=NNC2=CC=CC(=C12)[N+](=O)[O-] N-(4-Morpholinophenyl)-4-nitro-1H-indazole-3-carboxamide